CN1N=C(C(=C1)NC=O)O[C@@H]1[C@@H](OC1)C N-(1-methyl-3-(((2s,3s)-2-methyloxetan-3-yl)oxy)-1H-pyrazol-4-yl)carboxamide